N-(4-fluoro-3-(trifluoromethyl)phenyl)-7-oxo-3-(2,2,2-trifluoroacetamido)bicyclo[2.2.1]heptane-2-carboxamide FC1=C(C=C(C=C1)NC(=O)C1C2CCC(C1NC(C(F)(F)F)=O)C2=O)C(F)(F)F